2-(((2S)-4-(2-(4-chloro-2-fluorophenyl)-4-fluoro-2H-chromen-8-yl)-2-methylpiperazin-1-yl)methyl)-1-(((S)-oxetan-2-yl)methyl)-1H-benzo[d]imidazole-6-carboxylic acid ClC1=CC(=C(C=C1)C1OC2=C(C=CC=C2C(=C1)F)N1C[C@@H](N(CC1)CC1=NC2=C(N1C[C@H]1OCC1)C=C(C=C2)C(=O)O)C)F